(R)-(1-(5-amino-7-fluoro-2-isopropyl-1-methyl-1H-benzo[d]imidazol-4-yl)pyrrolidin-3-yl)carbamic acid tert-butyl ester C(C)(C)(C)OC(N[C@H]1CN(CC1)C1=C(C=C(C=2N(C(=NC21)C(C)C)C)F)N)=O